NC1=NC=C(C=2N1C=NN2)NC(C(=O)N2C(CCC(C2)C)C=2C=CC1=C(N=CS1)C2)=O N-(5-amino-[1,2,4]triazolo[4,3-c]pyrimidin-8-yl)-2-(2-(benzo[d]thiazol-5-yl)-5-methylpiperidin-1-yl)-2-oxoacetamide